(3-Chloro-4-fluorophenyl)-1-((5-methoxy-1H-pyrazol-3-yl)methyl)-1-(6-methoxypyridin-3-yl)urea ClC=1C=C(C=CC1F)NC(N(C=1C=NC(=CC1)OC)CC1=NNC(=C1)OC)=O